tert-butyl 1-(methoxymethyl)-3-azabicyclo[3.1.1]heptane-3-carboxylate COCC12CN(CC(C1)C2)C(=O)OC(C)(C)C